N-(3-(1-((5-(5-(difluoromethyl)-1,3,4-oxadiazol-2-yl)pyridin-2-yl)methyl)-1H-1,2,3-triazol-4-yl)phenyl)-4-methylpiperazine-1-carboxamide FC(C1=NN=C(O1)C=1C=CC(=NC1)CN1N=NC(=C1)C=1C=C(C=CC1)NC(=O)N1CCN(CC1)C)F